3-(8-amino-1-bromoimidazo[1,5-a]pyrazin-3-yl)-1-isopropylcyclopentanecarboxylic acid NC=1C=2N(C=CN1)C(=NC2Br)C2CC(CC2)(C(=O)O)C(C)C